C1=C(C=CC2=CC=CC=C12)S(=O)(=O)ON=C(C1=CC=CC=C1)C#N α-(2-naphthylsulfonyloxyimino)benzylcyanide